11-phenylundecanoic acid C1(=CC=CC=C1)CCCCCCCCCCC(=O)O